tert-butyl (1S,4S)-5-[4-[2,3-difluoro-4-(2-oxabicyclo[2.1.1]hexan-1-ylmethoxy)anilino]-7-fluoro-pyrido[3,2-d]pyrimidin-6-yl]-2,5-diazabicyclo[2.2.1]heptane-2-carboxylate FC1=C(NC=2C3=C(N=CN2)C=C(C(=N3)N3[C@@H]2CN([C@H](C3)C2)C(=O)OC(C)(C)C)F)C=CC(=C1F)OCC12OCC(C1)C2